(1R,3s,5S)-8-azaspiro[bicyclo[3.2.1]octane-3,2'-oxirane]-8-carboxylic acid tert-butyl ester C(C)(C)(C)OC(=O)N1[C@H]2CC3(OC3)C[C@@H]1CC2